N[C@H]1C[C@H](C1)NC(OC(C)(C)C)=O tert-butyl (cis-3-aminocyclobutyl)carbamate